ClC1=C(C=CC(=C1)Cl)[C@@H](C)NC1=CC(=CN(C1=O)C(=O)[C@@H]1NCCC1)C=1CCNCC1 5-{[(1R)-1-(2,4-dichlorophenyl)ethyl]amino}-1-[(2R)-pyrrolidine-2-carbonyl]-3',6'-dihydro-1H,2'H-[3,4'-bipyridin]-6-one